C(C)(=O)N(N(C(=O)C1=CC=2C3=C(C(=NC2C=C1)N)C=NN3C)CC3=C(C=C(C=C3F)C(F)(F)F)F)C N'-acetyl-4-amino-N-(2,6-difluoro-4-(trifluoromethyl)benzyl)-N',1-dimethyl-1H-pyrazolo[4,3-c]quinoline-8-carbohydrazide